allyl-8-thia-2-azaspiro[4.5]decane-2-carboxylate C(C=C)OC(=O)N1CC2(CC1)CCSCC2